N-{[5-(3,3-difluorocyclobutyl)-6-fluoropyridin-2-yl](phenyl)methyl}-1-{2-[5-(difluoromethyl)-1H-1,2,3,4-tetrazol-1-yl]acetyl}-4-fluoropyrrolidine-2-carboxamide FC1(CC(C1)C=1C=CC(=NC1F)C(NC(=O)C1N(CC(C1)F)C(CN1N=NN=C1C(F)F)=O)C1=CC=CC=C1)F